O1CCNC=2C1=C1C(=NC=NC1=CC2)N 3,4-dihydro-2H-[1,4]oxazino[2,3-f]quinazolin-10-amine